COC=1N=CC(=NC1)C1CN(CCC1=O)C(=O)OCC1=CC=CC=C1 benzyl 3-(5-methoxypyrazin-2-yl)-4-oxopiperidine-1-carboxylate